tert-butyl 2-phenyl-3,4-dihydroquinolin-1(2H)-carboxylate C1(=CC=CC=C1)C1N(C2=CC=CC=C2CC1)C(=O)OC(C)(C)C